C(#N)C1=C(C=CC(=C1)NC=1C(=NC(=CC1)OCC1=CC=CC=C1)OCC1=CC=CC=C1)C=1CCN(CC1)C(=O)OC(C)(C)C tert-butyl 4-[2-cyano-4-[(2,6-dibenzyloxy-3-pyridinyl) amino] phenyl]-3,6-dihydro-2H-pyridine-1-carboxylate